(E)-1-(4-(trifluoromethyl)phenyl)-1-pentanone oxime FC(C1=CC=C(C=C1)/C(/CCCC)=N/O)(F)F